CC(C(=O)NC1=CNC2=CC=C(C=C12)C=1C=NN(C1)C1=CC=C(C=C1)C(F)(F)F)(C)C 2,2-dimethyl-N-(5-{1-[4-(trifluoromethyl)phenyl]-1H-pyrazol-4-yl}-1H-indol-3-yl)propanamide